[N+](=O)(ON=O)[O-].[Ru+3] Ruthenium (III) nitrosyl nitrate